CN1N=CC=C1N[C@H](C(F)(F)F)C=1C=2N(C=CC1)C(=C(N2)C#CCNC2=C(C=C(C=C2)S(=O)(=O)C)OC)CC(F)(F)F (S)-1-methyl-N-(2,2,2-trifluoro-1-(2-(3-((2-methoxy-4-(methylsulfonyl)phenyl)amino)prop-1-yn-1-yl)-3-(2,2,2-trifluoroethyl)imidazo[1,2-a]pyridin-8-yl)ethyl)-1H-pyrazol-5-amine